C(C)(C)(C)OC(N(C1CCC1)C1=CC(=CC=C1)C=O)=O (3-formylphenyl)cyclobutylcarbamic acid tert-butyl ester